C1(=CC=CC=2OC3=C(C21)C=CC=C3)C=3C(=C(C=CC3)C=3C(=CC=CC3)C3=CC=CC=C3)C3=NN=NC(=C3C3=CC=CC=C3)C3=CC=CC=C3 (dibenzofuranyl)(diphenyltriazinyl)terphenyl